2-(3-(1-(4'-isopropyl-[1,1'-biphenyl]-3-carbonyl)piperidin-3-yl)phenoxy)-2-methylpropanoic acid C(C)(C)C1=CC=C(C=C1)C1=CC(=CC=C1)C(=O)N1CC(CCC1)C=1C=C(OC(C(=O)O)(C)C)C=CC1